2-[2-[(E)-3-[4-[(E)-Hex-1-enyl]phenyl]prop-2-enoyl]-5-[(Z)-pent-2-en-3-yl]oxyphenoxy]acetic acid C(=C\CCCC)/C1=CC=C(C=C1)/C=C/C(=O)C1=C(OCC(=O)O)C=C(C=C1)O\C(=C/C)\CC